C1(CC1)C1=C2C(=C(N=C(C2=C(N=C1C1CC1)N1CC2CCC(C1)N2)OC)C2=CC(=CC1=CC=C(C(=C21)C#C)F)O)F 4-[5,6-dicyclopropyl-8-(3,8-diazabicyclo[3.2.1]octan-3-yl)-4-fluoro-1-methoxy-2,7-naphthyridin-3-yl]-5-ethynyl-6-fluoro-naphthalen-2-ol